ClC1=NC=CC(=N1)C(F)(F)F 2-chloro-4-(trifluoromethyl)pyrimidine